NC1=NC(=C(C=C1C=1C=C2CCNC(C2=CC1F)=O)C1=CC(=C(C=C1)OC)CN1CC(C1)OC)F 6-(2-amino-6-fluoro-5-(4-methoxy-3-((3-methoxyazetidin-1-yl)methyl)phenyl)pyridin-3-yl)-7-fluoro-3,4-dihydroisoquinolin-1(2H)-one